(S)-3,4-dimethylpiperazine-1-carboxylic acid tert-butyl ester C(C)(C)(C)OC(=O)N1C[C@@H](N(CC1)C)C